3-(chlorodifluoromethyl)-5-fluoro-1-methyl-1H-pyrazole-4-carboxylic acid ethyl ester C(C)OC(=O)C=1C(=NN(C1F)C)C(F)(F)Cl